3,4-dimethylbenzyl alcohol CC=1C=C(CO)C=CC1C